FC(C1=C(C=C(C=N1)C1=NC(N(C2=C(C(=CC=C12)OC)C)C)(C)C)C)F 4-(6-(difluoromethyl)-5-methylpyridin-3-yl)-7-methoxy-1,2,2,8-tetramethyl-1,2-dihydroquinazoline